(±)-4-(3-Bromo-2-fluoroanilino)-7,8-dihydro[1,4]dioxino[2,3-g]quinazolin-7-ol BrC=1C(=C(NC2=NC=NC3=CC4=C(C=C23)O[C@H](CO4)O)C=CC1)F |r|